FC(C[C@@H](C(=C=O)N(C)OC)NC(OC(C)(C)C)=O)F tert-butyl (S)-(4,4-difluoro-1-(methoxy(methyl)amino)-1-carbonylbutane-2-yl)carbamate